N-(4-(3-(1,7-diazaspiro[4.4]nonan-7-yl)pyridin-4-yl)-2-methylbenzyl)-1-(tert-butyl)-1H-1,2,3-triazole-4-carboxamide trifluoroacetate salt FC(C(=O)O)(F)F.N1CCCC12CN(CC2)C=2C=NC=CC2C2=CC(=C(CNC(=O)C=1N=NN(C1)C(C)(C)C)C=C2)C